7,8-dihydroxycoumarin-3-carboxylic acid OC1=CC=C2C=C(C(OC2=C1O)=O)C(=O)O